4-bromo-3-[1-(o-tolyl)vinyl]pyridin-2-amine BrC1=C(C(=NC=C1)N)C(=C)C1=C(C=CC=C1)C